(1r,3s)-3-(trifluoromethoxy)cyclopentane-1-amine hydrochloride Cl.FC(O[C@@H]1C[C@@H](CC1)N)(F)F